Cyclobutan-3-ol C1CC(C1)O